C1(CCC1)N1N=C(C=2C1=NC(=NC2)C(=O)OC)C methyl 1-cyclobutyl-3-methylpyrazolo[3,4-d]pyrimidine-6-carboxylate